N1(CCCC2=CC=CC=C12)C(=O)C=1C=NC=C(C1)N1N=CC(=C1)C (3,4-Dihydroquinolin-1(2H)-yl)(5-(4-methyl-1H-pyrazol-1-yl)pyridin-3-yl)-methanone